ClC=1C=CC(=C(C1)C1=CC(=C(N=N1)CO)NC1=CC(=NC=C1)NC(=O)CN1CCN(CC1)CCN(C(OC)=O)C)F methyl N-[2-(4-{[(4-{[6-(5-chloro-2-fluorophenyl)-3-(hydroxymethyl)pyridazin-4-yl]amino}pyridin-2-yl)carbamoyl]methyl} piperazin-1-yl)ethyl]-N-methylcarbamate